1-methyl-1H-imidazo[4,5-C]pyridine CN1C=NC=2C=NC=CC21